N-methyl-5-(4,4,5,5-tetramethyl-1,3,2-dioxaborolan-2-yl)pyrimidin-2-amine CNC1=NC=C(C=N1)B1OC(C(O1)(C)C)(C)C